O=C1NC(CCC1N1C(C2=CC=C(C=C2C1)OCCOCCN1CCC(CC1)N1N=C2C=C(C(=CC2=C1)NC(C1=NC(=CC=C1)C(F)(F)F)=O)OC)=O)=O N-(2-(1-(2-(2-((2-(2,6-dioxopiperidin-3-yl)-1-oxoisoindolin-5-yl)oxy)eth-oxy)ethyl)piperidin-4-yl)-6-methoxy-2H-indazol-5-yl)-6-(trifluoro-methyl)picolinamide